N=C1C(N(C2=CC(=CC=C12)OC)C(C1=CC=CC=C1)(C1=CC=CC=C1)C1=CC=CC=C1)=O 3-Imino-6-methoxy-1-tritylindolin-2-one